hydroxyethylbenzophenone OCCC1=C(C(=O)C2=CC=CC=C2)C=CC=C1